5-fluoro-1-[(2-fluorophenyl)methyl]-1H-pyrazolo[3,4-b]pyridine-3-carboximidamide hydrochloride Cl.FC=1C=C2C(=NC1)N(N=C2C(N)=N)CC2=C(C=CC=C2)F